CN(C1=CC=C(C=C1)C=1C2=CC=C(N2)C(=C2C=CC(C(=C3C=CC(=C(C=4C=CC1N4)C4=CC=C(C=C4)N(C)C)N3)C3=CC=C(C=C3)N(C)C)=N2)C2=CC=C(C=C2)N(C)C)C 5,10,15,20-tetra(4-dimethylaminophenyl)porphyrin